N1[C@@H](CCC1)C(=O)N[C@@H]([C@@H](C)CC)C(=O)NCC(=O)N[C@@H](CO)C(=O)O |&1:1,8,9| Racemic-prolyl-isoleucyl-glycyl-serine